BrC=1N=C2C(=C(C(N(C2=CC1)C)=O)C#N)N1CCN(CC1)CC1=C(C=CC(=C1)Cl)O 6-bromo-4-{4-[(5-chloro-2-hydroxyphenyl)methyl]piperazin-1-yl}-1-methyl-2-oxo-1,2-dihydro-1,5-naphthyridine-3-carbonitrile